O1COC2=C1C=CC(=C2)CNC=2C=CC=C1C(=CC=NC21)C=2C=CC(=NC2)C#N 5-(8-((benzo[d][1,3]dioxol-5-ylmethyl)amino)quinolin-4-yl)picolinonitrile